COC(=O)C1=C(C=NC=C1)NC[C@@H]1CCCC2=CC(=CC=C12)OC1=C(C=C(C=C1)C)F 3-({[(1R)-6-(2-fluoro-4-methylphenoxy)-1,2,3,4-tetrahydronaphthalen-1-yl]methyl}amino)pyridine-4-carboxylic acid methyl ester